COC(=O)C1=CC(=C2C(=N1)C(NC2C2=C(C=CC=C2)Cl)=O)NC(=O)C2=NSC1=C2C=CC=C1 4-(1,2-benzothiazol-3-amidyl)-5-(2-chlorophenyl)-7-oxo-5H,6H,7H-pyrrolo[3,4-b]Pyridine-2-carboxylic acid methyl ester